(5-Bromo-3-methylpyridin-2-yl)methanol BrC=1C=C(C(=NC1)CO)C